6-methoxy-3-pentyl-1,2,3,4-tetrahydroquinoline-2-carboxylate COC=1C=C2CC(C(NC2=CC1)C(=O)[O-])CCCCC